palladium(II) mesylate S(C)(=O)(=O)[O-].[Pd+2].S(C)(=O)(=O)[O-]